N,N-dimethylanilinium tetra(phenyl)borate C1(=CC=CC=C1)[B-](C1=CC=CC=C1)(C1=CC=CC=C1)C1=CC=CC=C1.C[NH+](C1=CC=CC=C1)C